C(C1=CC=CC=C1)OC1=C2C=C(N(C2=CC=C1)C1=CC(=C(C=C1)F)C)CCO[Si](C)(C)C(C)(C)C 2-[4-benzyloxy-1-(4-fluoro-3-methyl-phenyl)indol-2-yl]ethoxy-tert-butyl-dimethyl-silane